(5-((2-naphthoyl)oxy)-1,1-difluoropentyl)-trifluoromethyl-1,3-Bis(2,6-diisopropylphenyl)-1,3-dihydro-2H-imidazol-2-ylidene-gold(III) C1=C(C=CC2=CC=CC=C12)C(=O)OCCCCC(F)(F)C=1N(C(N(C1)C1=C(C=CC=C1C(C)C)C(C)C)=[Au]C(F)(F)F)C1=C(C=CC=C1C(C)C)C(C)C